CC1=CC=C(C=C1)S(=O)(=O)OCC#CC1=CC=CC=C1 1-(p-toluenesulfonyloxy)-3-phenyl-2-propyne